ClC1=C(C(=O)NC=2C=C3C=C(N(C3=CC2)C)C(=O)NC2=C(C(=NN2)C2=CC=C(C=C2)C(F)(F)F)C)C=C(C=C1)CNC(C(C)C)=O 5-(2-chloro-5-(isobutyrylaminomethyl)benzoylamino)-1-methyl-N-(4-methyl-3-(4-(trifluoromethyl)phenyl)-1H-pyrazol-5-yl)-1H-indole-2-carboxamide